3-(ethyl-(tetrahydro-2H-pyran-4-yl)amino)-2-methyl-N-((1-methyl-3-oxa-2,3,5,6,7,8-hexahydroisoquinolin-4-yl)methyl)benzamide C(C)N(C=1C(=C(C(=O)NCC=2ONC(=C3CCCCC23)C)C=CC1)C)C1CCOCC1